Br.N1=CC(=CC=C1)CBr 3-pyridylmethyl bromide HBr